NC1=NC=C(C2=C1C(=NN2C)C2=CC(=C(C=C2)NS(=O)(=O)C(F)F)O[C@@H](C)C2=CC=C(C=C2)F)C2=CC1=C(NC(N1C)=O)C=C2 (S)-N-(4-(4-amino-1-methyl-7-(3-methyl-2-oxo-2,3-dihydro-1H-benzo[d]imidazol-5-yl)-1H-pyrazolo[4,3-c]pyridin-3-yl)-2-(1-(4-fluorophenyl)ethoxy)phenyl)-1,1-difluoromethanesulfonamide